BrC=1C=C(OC(C1OCCOC(C)(C)C)=O)C(=O)OC methyl 4-bromo-5-[2-(tert-butoxy)ethoxy]-6-oxopyran-2-carboxylate